NC1=C2N=CN(C2=NC=N1)C[C@@H](C)OCP(OCCSCCCCCCCCCCC#CC1=CC=C(C=C1)C(F)(F)F)(O)=O 2-((12-(4-(trifluoromethyl)phenyl)dodec-11-yn-1-yl)thio)ethyl hydrogen ((((R)-1-(6-amino-9H-purin-9-yl)propan-2-yl)oxy)methyl)phosphonate